N1(CCNCC1)CCNCCC[Si](OC)(OC)C N-(piperazinyl-ethyl)-3-aminopropyl-methyl-dimethoxysilane